BrC1=CC=C2C(C=C(OC2=C1Cl)C1=C(OCCC(=O)O)C=C(C=C1)OC(F)(F)F)=O 3-[2-(7-bromo-8-chloro-4-oxo-chromen-2-yl)-5-(trifluoromethoxy)phenoxy]propanoic acid